tert-butyl 4-(2-amino-2-oxoethyl) piperidine-1-carboxylate CC(C)(C)OC(=O)N1CCC(CC1)CC(=O)N